(R)-N-((3,6-dimethyl-2-morpholino-4-oxo-3,4-dihydroquinazolin-8-yl)methylene)-2-methylpropane-2-sulfinamide CN1C(=NC2=C(C=C(C=C2C1=O)C)C=N[S@](=O)C(C)(C)C)N1CCOCC1